CC1(CC1)OC=1C=C2C(=NNC2=CC1)C1=CC(=NC=C1)N1CC2(CCN2CC2CCN(CC2)N2C(C3=CC=CC=C3C2=O)=O)C1 [4-[[6-[4-[5-(1-methylcyclopropoxy)-1H-indazol-3-yl]-2-pyridinyl]-1,6-diazaspiro[3.3]hept-1-yl]methyl]-1-piperidinyl]isoindoline-1,3-dione